F[C@H]1CN(CC[C@H]1NC=1C=2N(C=CC1)C(=C(N2)C#CCNC2=C(C=C(C(=O)NC)C=C2)OC)SC(F)(F)F)CC(C)(C)O 4-((3-(8-(((3S,4R)-3-fluoro-1-(2-hydroxy-2-methylpropyl)piperidin-4-yl)amino)-3-((trifluoromethyl)thio)imidazo[1,2-a]pyridin-2-yl)prop-2-yn-1-yl)amino)-3-methoxy-N-methylbenzamide